CN([C@H]1CN(CC1)C=1C=C(C=CC1)NC=1N=C(C2=C(N1)C=CS2)N2N=CCC2C2=CC=CC=C2)C N-(3-((R)-3-(dimethyl-amino)pyrrolidin-1-yl)phenyl)-4-(5-phenyl-4,5-dihydro-1H-pyrazol-1-yl)thieno[3,2-d]pyrimidin-2-amine